(1S,3R,4S,5R)-3-((5-chloro-4-(2-((S)-2,2-difluorocyclopropyl)-4-fluoro-1-isopropyl-1H-benzo[d]imidazol-6-yl)pyrimidin-2-yl)amino)-6,8-dioxabicyclo[3.2.1]octan-4-ol ClC=1C(=NC(=NC1)N[C@@H]1C[C@H]2CO[C@@H]([C@H]1O)O2)C=2C=C(C1=C(N(C(=N1)[C@H]1C(C1)(F)F)C(C)C)C2)F